2-((5-fluoroisoindolin-2-yl)methyl)-7-methoxyimidazo[1,2-c]quinazolin-5-amine FC=1C=C2CN(CC2=CC1)CC=1N=C2N(C(=NC=3C(=CC=CC23)OC)N)C1